6-chloro-4-(6,6-difluoro-1,4-diazepan-1-yl)-7-(1,6-dimethyl-1H-indazol-7-yl)-8-fluoro-2-(((S)-1-methyl-pyrrolidin-2-yl)methoxy)-quinazoline ClC=1C=C2C(=NC(=NC2=C(C1C=1C(=CC=C2C=NN(C12)C)C)F)OC[C@H]1N(CCC1)C)N1CCNCC(C1)(F)F